nickel-cobalt-manganese-iron-aluminum [Al].[Fe].[Mn].[Co].[Ni]